O=C1NC(CCC1C1=C(CN2CCN(CC2)C2CCN(CC2)C2=C(C=C(C=C2)NC=2C(=NC(=C(N2)NC2CCOCC2)CC)C(=O)N)OC)C=CC=C1)=O 3-((4-(4-(4-(2-(2,6-dioxopiperidin-3-yl)benzyl)piperazin-1-yl)piperidin-1-yl)-3-methoxyphenyl)amino)-6-ethyl-5-((tetrahydro-2H-pyran-4-yl)amino)pyrazine-2-carboxamide